1,3-dimethyl-imidazole bromide salt [Br-].CN1CN(C=C1)C